C(#N)C(C(CCCNC(=N)NS(=O)(=O)C=1C(=C(C2=C(CC(O2)(C)C)C1C)C)C)NC(OC(C)(C)C)=O)O tert-butyl (1-cyano-1-hydroxy-5-(3-((2,2,4,6,7-pentamethyl-2,3-dihydrobenzofuran-5-yl)sulfonyl)guanidino)pentan-2-yl)carbamate